C1(CC1)C1=NN(C=C1C=1N=CC(=C2C=CC=NC12)F)C(=O)OC(C)(C)C tert-butyl 3-cyclopropyl-4-(5-fluoro-1,7-naphthyridin-8-yl)-1H-pyrazole-1-carboxylate